C(CCCCCCCCCCC)(=O)OCCCCCCN[C@@H](CCCN)C(=O)O.C(CCCCCCCCCCC)(=O)OCCCCCCN[C@@H](CCCN)C(=O)O 6-lauroyloxyhexyl-ornithine (6-lauroyloxyhexyl ornithinate)